1-[(2R,3S,4R,5R)-4-[(tert-butyldimethylsilyl)oxy]-3-fluoro-5-(hydroxymethyl)oxolan-2-yl]-5-fluoro-3H-pyrimidine-2,4-dione [Si](C)(C)(C(C)(C)C)O[C@H]1[C@@H]([C@@H](O[C@@H]1CO)N1C(NC(C(=C1)F)=O)=O)F